(2R,4R)-1-(3-chloro-2-fluorobenzyl)-4-((3-fluoro-4-(1-hydroxycyclobutyl)-6-((5-methyl-1H-pyrazol-3-yl)amino)pyridin-2-yl)methyl)-2-methylpiperidine-4-carboxylic acid ClC=1C(=C(CN2[C@@H](C[C@@](CC2)(C(=O)O)CC2=NC(=CC(=C2F)C2(CCC2)O)NC2=NNC(=C2)C)C)C=CC1)F